trans-2-[[4-[(3S)-3-(2-methylthiazol-4-yl)isoxazolidine-2-carbonyl]cyclohexyl]methyl]indazole-6-carbonitrile CC=1SC=C(N1)[C@H]1N(OCC1)C(=O)[C@@H]1CC[C@H](CC1)CN1N=C2C=C(C=CC2=C1)C#N